C(C)OCCC Propyl ethyl ether